C(C=C)(=O)N[C@H]1C[C@H](CNC1)C(=O)NC=1C=CC(=NC1)NC(C1=NC(=CC=C1)C1=CC=NN1)=O N-(5-((3R,5S)-5-acrylamidopiperidine-3-carboxamido)pyridin-2-yl)-6-(1H-pyrazol-5-yl)-picolinamide